(2S,4R)-4-hydroxy-1-(2-(3-methylisoxazol-5-yl)acetyl)-N-((5-phenylisoxazol-3-yl)methyl)pyrrolidine-2-carboxamide O[C@@H]1C[C@H](N(C1)C(CC1=CC(=NO1)C)=O)C(=O)NCC1=NOC(=C1)C1=CC=CC=C1